N(OP(OC)(O)=O)OP(OC)(O)=O iminodi(methyl-phosphoric acid)